ClC1(NC=CC=C1)NS(=O)(=O)C1=CNC2=NC=CC=C21 N-(2-chloro-2-pyridinyl)-1H-pyrrolo[2,3-b]pyridine-3-sulfonamide